ClC=1C=C(C(=NC1C1=C(C=CC=C1)F)NCC(C)(C)C)C(=NC(CCl)=O)OC(=O)N1C(CNC(C1)C)C (5-chloro-6-(2-fluorophenyl)-2-(neopentylamino)pyridin-3-yl((2-chloroacetyl)imino)methyl)-2,5-dimethylpiperazine-1-carboxylate